1-Ethyl 5-[(1R,4R)-2-oxa-5-azabicyclo[2.2.1]heptan-5-yl]pyrazolo[1,5-a]pyrimidine-3-carboxylate [C@H]12OC[C@H](N(C1)C1=NC=3N(C=C1)N=CC3C(=O)OCC)C2